4-(2-(4-hydroxyphenyl)propan-2-yl)phenyl (3-(trimethoxysilyl)propyl)carbamate CO[Si](CCCNC(OC1=CC=C(C=C1)C(C)(C)C1=CC=C(C=C1)O)=O)(OC)OC